2-[[6-[3-(1,1-Difluoroethyl)phenyl]-3-fluoro-pyrazolo[4,3-b]pyridin-1-yl]methyl]-5-methyl-1,3,4-oxadiazole FC(C)(F)C=1C=C(C=CC1)C=1C=C2C(=NC1)C(=NN2CC=2OC(=NN2)C)F